C(C)[NH+]1CCCC(C1)CC 1,5-diethylpiperidinium